heptadecan-1-yl eicosanoate C(CCCCCCCCCCCCCCCCCCC)(=O)OCCCCCCCCCCCCCCCCC